4-(2-aminoethyl)-1-Boc-piperidine NCCC1CCN(CC1)C(=O)OC(C)(C)C